ClCCNC(OC(C)(C)C)=O tert-butyl (2-chloroethyl)carbamate